N[C@H]1C[C@@H](OC[C@@H]1OC)C(=O)N1[C@H](C2=CC=CC=C2CC1)C1=CC=C(C=C1)F ((2R,4S,5R)-4-amino-5-methoxytetrahydro-2H-pyran-2-yl)((S)-1-(4-fluorophenyl)-3,4-dihydroisoquinolin-2(1H)-yl)methanone